ClC1=CC=C(COC2=CC=C(C=C2)C=2OC3=C(CN(CC3)C3CC(C3)C(=O)O)N2)C=C1 (1s,3s)-3-(2-(4-((4-chlorobenzyl)oxy)phenyl)-6,7-dihydrooxazolo[4,5-c]pyridin-5(4H)-yl)cyclobutane-1-carboxylic acid